ethyl-(phenyl)diphenyloxysilane C(C)[Si](OC1=CC=CC=C1)(OC1=CC=CC=C1)C1=CC=CC=C1